1-(4-Hydroxy-phenyl)-2-(2-methyl-prop-1-enyl)-1H-indole-3-carboxylic acid, amide OC1=CC=C(C=C1)N1C(=C(C2=CC=CC=C12)C(=O)N)C=C(C)C